BrC=1C=CC(=C(C1)NC[C@H]1C[C@H](CC1)CO)[N+](=O)[O-] ((cis)-3-(((5-bromo-2-nitrophenyl)amino)methyl)cyclopentyl)methanol